2-fluoro-6,8-bis(methoxymethoxy)-1-vinylnaphthalene FC1=C(C2=C(C=C(C=C2C=C1)OCOC)OCOC)C=C